3-Bromo-4-isopropyl-pyridine BrC=1C=NC=CC1C(C)C